4-(4-(benzofuran-3-yl) furan-2-yl)-4-oxobutanoate O1C=C(C2=C1C=CC=C2)C=2C=C(OC2)C(CCC(=O)[O-])=O